CC1=NC(=NC2=CC=CC=C12)CN1CC(CCC1)O 1-((4-methylquinazolin-2-yl)methyl)piperidin-3-ol